BrC=1C=C(C=NC1)N1N=C(C=2CCCC(C12)C(=O)OC)C(F)(F)F methyl 1-(5-bromo-3-pyridyl)-3-(trifluoromethyl)-4,5,6,7-tetrahydroindazole-7-carboxylate